Phosphodimethylethanolamine CN(C)CCOP(=O)(O)O